NC1(CN(CC1)C1=C2CCCC2=C(C(=C1CN1C2=NC=NC(=C2N=C1)N)Br)Cl)C(=O)NC1CC1 3-Amino-1-(5-((6-amino-9H-purin-9-yl)methyl)-6-bromo-7-chloro-2,3-dihydro-1H-inden-4-yl)-N-cyclopropylpyrrolidin-3-carboxamid